OCC1=C(C=C(CNC(CCC(=O)OC=2C=C3CC(N(C(C3=C3C2C=CC=C3)=O)CCN3CCOCC3)=O)=O)C=C1)[N+](=O)[O-] 2-(2-Morpholinoethyl)-1,3-dioxo-2,3-dihydro-1H-benzisoquinolin-6-yl 4-((4-(hydroxymethyl)-3-nitrobenzyl) amino)-4-oxobutanoate